NC1=NC2=CC=C(C=C2C=N1)C1=CC(=NN1C)NC=1C(C(C1NC1CCCC1)=O)=O 3-((5-(2-aminoquinazolin-6-yl)-1-methyl-1H-pyrazol-3-yl)amino)-4-(cyclopentylamino)cyclobut-3-ene-1,2-dione